[Co].[Al].[Re] rhenium-aluminum-cobalt